2-((6-(4-((((R)-1-(2-fluorophenyl)ethoxy)carbonyl)amino)-3-methylisoxazol-5-yl)-2-methylpyridin-3-yl)carbamoyl)cyclohexane-1-carboxylic acid FC1=C(C=CC=C1)[C@@H](C)OC(=O)NC=1C(=NOC1C1=CC=C(C(=N1)C)NC(=O)C1C(CCCC1)C(=O)O)C